C(=C)N1C(CCCC1)=O vinyl-piperidone